(R)-(1-(2-(5-(4-cyanophenyl)-3-(2-(((3-(trifluoromethyl)phenyl)sulfonyl)oxy)Phenyl)-1H-pyrazol-1-yl)acetamido)-3-methylbutyl)boronic acid C(#N)C1=CC=C(C=C1)C1=CC(=NN1CC(=O)N[C@@H](CC(C)C)B(O)O)C1=C(C=CC=C1)OS(=O)(=O)C1=CC(=CC=C1)C(F)(F)F